(S)-(6-cyclopropylpyrazolo[1,5-a]pyridin-3-yl)(4-(4-(trifluoromethyl)pyrazolo[1,5-a]pyridin-2-yl)-6,7-dihydro-1H-imidazo[4,5-c]pyridin-5(4H)-yl)methanone C1(CC1)C=1C=CC=2N(C1)N=CC2C(=O)N2[C@@H](C1=C(CC2)NC=N1)C1=NN2C(C(=CC=C2)C(F)(F)F)=C1